C(C)OC1=C(C=CC(=C1)C1=NN=CN1C)NC=1N=CC2=C(N1)C(=NC(=C2)C)N2CC(CCC2)OC N-(2-ethoxy-4-(4-methyl-4H-1,2,4-triazol-3-yl)phenyl)-8-(3-methoxypiperidin-1-yl)-6-methylpyrido[3,4-d]pyrimidin-2-amine